methyl N-[(3R)-6-bromo-2,3-dihydrobenzofuran-3-yl]carbamate BrC1=CC2=C([C@H](CO2)NC(OC)=O)C=C1